OCC1=CC2(OCCCC2)OC2C=C(C(CC12)=O)C 4-(hydroxymethyl)-7-methyl-3',4a,4',5',6',8a-hexahydrospiro[chromene-2,2'-pyran]-6(5H)-one